N2-(3,5-dichlorophenyl)-5-(1-methyl-1H-pyrazol-4-yl)-N4-(piperidin-4-yl)pyrimidine-2,4-diamine ClC=1C=C(C=C(C1)Cl)NC1=NC=C(C(=N1)NC1CCNCC1)C=1C=NN(C1)C